2-caprolacton C1(C(CCCC)O1)=O